methyl 2-(1-methylisochroman-8-yl)acetate CC1OCCC2=CC=CC(=C12)CC(=O)OC